4-(4-(1H-pyrazol-1-yl)benzoyl)-3-cyclohexyl-1,3,4,5-tetrahydro-2H-benzo[1,4]diazepin-2-one N1(N=CC=C1)C1=CC=C(C(=O)N2C(C(NC3=C(C2)C=CC=C3)=O)C3CCCCC3)C=C1